cyclopropyl-(cis-7-methoxy-5-phenyl-6,7-dihydro-5H-pyrrolo[1,2-b][1,2,4]triazol-2-yl)methanone C1(CC1)C(=O)C=1N=C2N(N1)[C@@H](C[C@@H]2OC)C2=CC=CC=C2